NC1=NC=CC=C1[C@@H](C)N1CCOC=2C=3C1=NC(=NC3C(=CC2Cl)F)OC[C@]23CCCN3C[C@@H](C2)F (S)-4-((R)-1-(2-aminopyridin-3-yl)ethyl)-8-chloro-10-fluoro-2-(((2R,7aS)-2-fluorotetrahydro-1H-pyrrolizin-7a(5H)-yl)methoxy)-5,6-dihydro-4H-[1,4]oxazepino[5,6,7-de]quinazolin